C1=CC(=C(C=C1N)O)C(=O)O The molecule is an aminobenzoic acid that is salicylic acid substituted by an amino group at position 4. It has a role as an antitubercular agent. It is an aminobenzoic acid and a member of phenols. It derives from a salicylic acid. It is a conjugate acid of a 4-aminosalicylate(1-).